4-(2-amino-5-(3,6-dihydro-2H-pyran-4-yl)pyridin-3-yl)-N,N-dimethylbenzamide NC1=NC=C(C=C1C1=CC=C(C(=O)N(C)C)C=C1)C=1CCOCC1